C(C=C)(=O)OCCOCCOC=C 2-(2-vinyl oxy ethoxy)ethyl acrylate